2,2'-((methylenebis(4-propyl-6-methyl-2,1-phenylene))bis(oxy))diacetamide C(C1=C(C(=CC(=C1)CCC)C)OCC(=O)N)C1=C(C(=CC(=C1)CCC)C)OCC(=O)N